(R)-tert-butyl-4-(2-(2,6-dioxopiperidin-3-yl)-1-oxoisoindolin-5-yl)piperazine-1-carboxylate C(C)(C)(C)OC(=O)N1CCN(CC1)C=1C=C2CN(C(C2=CC1)=O)[C@H]1C(NC(CC1)=O)=O